ClC1=C(C=C(C(=C1)O)F)N=C(N)C1=C(C=2N(N=C1)C=C(C2)C=2C=NC(=CC2)OC)NC2C1CC3CC(CC2C3)(C1)O N'-(2-chloro-5-fluoro-4-hydroxyphenyl)-4-((5-hydroxyadamantan-2-yl)amino)-6-(6-methoxypyridin-3-yl)pyrrolo[1,2-b]pyridazine-3-carboximidamide